CC=1C=C(C=C(C1)C)N(CCNC(C)C)C=1C=C2N=C(C=NC2=CC1)C=1C=NN(C1)C1OCCCC1 N1-(3,5-dimethylphenyl)-N2-isopropyl-N1-(3-(1-(tetrahydro-2H-pyran-2-yl)-1H-pyrazol-4-yl)quinoxalin-6-yl)ethane-1,2-diamine